FC1=C2C=CNC2=CC(=C1OC=1C=CC(=C(C1)C=1NC=C(N1)CC=1C=C(C=CC1)CCC(=O)O)F)F 3-(3-((2-(5-((4,6-difluoro-1H-indol-5-yl)oxy)-2-fluorophenyl)-1H-imidazol-4-yl)methyl)phenyl)propanoic acid